CNC(=O)C1N(C(C1)=O)C(=O)N N2-methyl-4-oxoazetidine-1,2-dicarboxamide